ethyl (6-(benzyloxy)-9-bromo-[1,2,4]triazolo[5,1-a]isoquinoline-5-carbonyl)glycinate C(C1=CC=CC=C1)OC1=C(N2C(C3=CC(=CC=C13)Br)=NC=N2)C(=O)NCC(=O)OCC